C(C)OC(CC1CC2(C1)CC(C2)NC(=O)C=2C=C(C=C1C=NN(C21)CC=2C=NC(=NC2)C2=CC(=CC(=C2)OC)C#N)Cl)=O 2-(6-(5-chloro-1-((2-(3-cyano-5-methoxyphenyl)pyrimidin-5-yl)methyl)-1H-indazole-7-carboxamido)spiro[3.3]hept-2-yl)acetic acid ethyl ester